The molecule is the R enantiomer of camphorsulfonate. It is a conjugate base of a (R)-camphorsulfonic acid. It is an enantiomer of a (S)-camphorsulfonate. CC1([C@H]2CC[C@@]1(C(=O)C2)CS(=O)(=O)[O-])C